NC1=C(C=C(C=C1C(=O)N)C1=CC=C(C=C1)Cl)C1=CC=C(C=C1)NC(CCC)=O 4'-amino-4''-butyramido-4-chloro-[1,1':3',1''-terphenyl]-5'-carboxamide